OCC(C)(C)S(=O)(=O)C1(CC1)CN1C(C2=C(CC1)C(=NN2C)C2=NOC(C2)C2=CC=C(C#N)C=C2)=O 4-(3-(6-((1-((1-Hydroxy-2-methylpropan-2-yl)sulfonyl)cyclopropyl)methyl)-1-methyl-7-oxo-4,5,6,7-tetrahydro-1H-pyrazolo[3,4-c]pyridin-3-yl)-4,5-dihydroisoxazol-5-yl)benzonitrile